(E)-geranyl-acetone C(\C=C(/C)\CCC=C(C)C)CC(C)=O